4-((2-Hydroxy-4-(isoindolin-2-ylmethyl)phenoxy)methyl)-N,N-dimethyl-benzamide OC1=C(OCC2=CC=C(C(=O)N(C)C)C=C2)C=CC(=C1)CN1CC2=CC=CC=C2C1